ClC=1C=C(OCC(=O)NC23CCC(C2)(C3)NC(COC3=CC(=C2C=NNC2=C3)F)=O)C=CC1Cl 2-(3,4-Dichlorophenoxy)-N-(4-{2-[(4-fluoro-1H-indazol-6-yl)oxy]acetamido}bicyclo[2.1.1]hex-1-yl)acetamide